N,N-diethyltoluenediamine C(C)N(C(C1=CC=CC=C1)N)CC